monosec-butyl itaconate C(C(=C)CC(=O)[O-])(=O)OC(C)CC